7-methyl-2-((4-morpholinophenyl)amino)quinazolin CC1=CC=C2C=NC(=NC2=C1)NC1=CC=C(C=C1)N1CCOCC1